NC1=C(C=C(C=C1)N1CCC2(CN(C2)C(=O)OC(C)(C)C)CC1)O tert-Butyl 7-(4-amino-3-hydroxyphenyl)-2,7-diazaspiro[3.5]nonane-2-carboxylate